ClC1=CC=C(C(=O)N2C(=C(C3=CC(=CC=C23)OC)CC(=O)N2C=CC3=C2N=CN=C3N([C@H]3CN(CC[C@H]3C)C(CC#N)=O)C)C)C=C1 3-((3R,4R)-3-((7-(2-(1-(4-chlorobenzoyl)-5-methoxy-2-methyl-1H-indol-3-yl)acetyl)-7H-pyrrolo[2,3-d]pyrimidin-4-yl)(methyl)amino)-4-methylpiperidin-1-yl)-3-oxopropanenitrile